C(C)(C)(C)OC(=O)N[C@H]1[C@H]([C@@H]2CC[C@H]1C2)C(=O)OC Methyl (1R,2S,3R,4S)-3-((tert-butoxycarbonyl)amino)bicyclo[2.2.1]heptane-2-carboxylate